2-[(4-nitrophenyl)sulfonylamino]-3-phenyl-butanoate [N+](=O)([O-])C1=CC=C(C=C1)S(=O)(=O)NC(C(=O)[O-])C(C)C1=CC=CC=C1